Ethyl 2-(methylsulfanyl)-4-{[(1s,4s)-4-{[(tert-butyldimethylsilyl)oxy]methyl}cyclohexyl]amino}pyrimidine-5-carboxylate CSC1=NC=C(C(=N1)NC1CCC(CC1)CO[Si](C)(C)C(C)(C)C)C(=O)OCC